CC1(OB(OC1(C)C)C=1C=CC2=C([C@H]3N(C[C@@H](O2)C3)C(=O)OC(C)(C)C)C1)C tert-butyl (2S,5S)-7-(4,4,5,5-tetramethyl-1,3,2-dioxaborolan-2-yl)-2,3-dihydro-2,5-methanobenzo[f][1,4]oxazepine-4(5H)-carboxylate